2-ethyl-N-[3-fluoro-4-[[6-methoxy-7-(2-methoxyethoxy)-1,5-naphthyridin-4-yl]oxy]phenyl]-5-(furan-2-yl)-1,6-dimethyl-4-oxopyridine-3-carboxamide C(C)C=1N(C(=C(C(C1C(=O)NC1=CC(=C(C=C1)OC1=CC=NC2=CC(=C(N=C12)OC)OCCOC)F)=O)C=1OC=CC1)C)C